6-(Azetidin-1-yl)-N-(2-{[butan-2-yl]oxy}-5-methylbenzene-1-sulfonyl)-4-fluoro-1-benzofuran-2-carboxamide N1(CCC1)C1=CC2=C(C=C(O2)C(=O)NS(=O)(=O)C2=C(C=CC(=C2)C)OC(C)CC)C(=C1)F